2,4-dimethyl-5-(2-(4-nitrophenoxy)ethyl)-1,3-oxazole CC=1OC(=C(N1)C)CCOC1=CC=C(C=C1)[N+](=O)[O-]